tert-butyl N-(4-cyano-1H-indol-6-yl)carbamate C(#N)C1=C2C=CNC2=CC(=C1)NC(OC(C)(C)C)=O